5-(1-methyl-1H-pyrazol-4-yl)-3-(pyridazin-4-yl)-thieno-[3,2-b]-pyridine CN1N=CC(=C1)C1=CC=C2C(=N1)C(=CS2)C2=CN=NC=C2